1-(4-{3-[(1r,3R,5S,7r)-3,5-dimethyladamantan-1-yl]ureido}benzoyl)-N-methoxypiperidine-3-Formamide C[C@]12CC3(CC(C[C@@](C1)(C3)C)C2)NC(NC2=CC=C(C(=O)N3CC(CCC3)C(=O)NOC)C=C2)=O